P(=O)(OCC1=CC=CC=C1)(OCC1=CC=CC=C1)OCC1(COC1)CO dibenzyl ((3-(hydroxymethyl)oxetan-3-yl)methyl) phosphate